8-({4-[1-cyclopropyl-4-(trifluoromethyl)imidazol-2-yl]phenyl}methyl)-2-(4-cyclopropyl-6-methoxypyrimidin-5-yl)-7-oxopyrido[2,3-d]pyrimidine-6-carboxylic acid methyl ester COC(=O)C1=CC2=C(N=C(N=C2)C=2C(=NC=NC2OC)C2CC2)N(C1=O)CC1=CC=C(C=C1)C=1N(C=C(N1)C(F)(F)F)C1CC1